(2R)-1-Hydroxypropan-2-yl-(3R,4S)-3-{5-[4-amino-5-(trifluoromethyl)pyrrolo[2,1-f][1,2,4]triazin-7-yl]-2-methoxypyridin-3-amido}-4-fluoropyrrolidin-1-carboxylat OC[C@@H](C)OC(=O)N1C[C@H]([C@H](C1)F)NC(=O)C=1C(=NC=C(C1)C1=CC(=C2C(=NC=NN21)N)C(F)(F)F)OC